2-(4-(methylsulfonyl)phenyl)-7-(3-(methylsulfonyl)piperidin-1-yl)furo[3,2-b]pyridine CS(=O)(=O)C1=CC=C(C=C1)C1=CC2=NC=CC(=C2O1)N1CC(CCC1)S(=O)(=O)C